2-(2-((5-Bromo-2-((2,5-dimethyl-4-(4-(4-methylpiperazin-1-yl)piperidin-1-yl)phenyl)amino)pyrimidin-4-yl)amino)-4-fluorophenyl)propan-2-ol BrC=1C(=NC(=NC1)NC1=C(C=C(C(=C1)C)N1CCC(CC1)N1CCN(CC1)C)C)NC1=C(C=CC(=C1)F)C(C)(C)O